7'-bromospiro[cyclopropane-1,1'-isochroman]-4'-one BrC1=CC=C2C(COC3(C2=C1)CC3)=O